2-oxo-5,7-bis(trifluoromethyl)isoquinolin-2-ium O=[N+]1CC2=CC(=CC(=C2C=C1)C(F)(F)F)C(F)(F)F